1-(3-methoxy-2,6-dimethylphenyl)diazine COC=1C(=C(C(=CC1)C)N1NC=CC=C1)C